Ethyl 3-hydroxy-2,2-dimethylbutyrate OC(C(C(=O)OCC)(C)C)C